CC(=CCCC1(CC=CCC1)C=O)C (4-methyl-3-pentenyl)-3-cyclohexen-carboxaldehyde